CN([13CH2]CC(=O)O)C N,N-dimethyl-beta-alanine-13C